C1(CC1)C=1N=C(C=2N(C1)C=C(N2)CNC2=CC(=NC=N2)NC(=O)[C@@H]2[C@H](C2)C2=NC=CC(=N2)C)N2C(N(C(C2)=O)C)=O |o1:23,24| (1S*,2S*)-N-(6-(((6-cyclopropyl-8-(3-methyl-2,4-dioxoimidazolidin-1-yl)imidazo[1,2-a]pyrazin-2-yl)methyl)amino)pyrimidin-4-yl)-2-(4-methylpyrimidin-2-yl)cyclopropane-1-carboxamide